OC1=C(C=CC=C1)C(\C=C\C1=CC=C(C=C1)OCC#C)=O (E)-1-(2-Hydroxyphenyl)-3-(4-prop-2-ynoxyphenyl)prop-2-en-1-one